C1(C=CC2=CC=CC=C12)=O INDENONE